methyl (S)-2-((4-(6-((4-chloro-2-fluorobenzyl)oxy)pyridin-2-yl)piperidin-1-yl)methyl)-1-(oxetan-2-ylmethyl)-1H-benzo[d]imidazole-5-carboxylate ClC1=CC(=C(COC2=CC=CC(=N2)C2CCN(CC2)CC2=NC3=C(N2C[C@H]2OCC2)C=CC(=C3)C(=O)OC)C=C1)F